C[C@]12CC(C[C@](CC1)(N2)C)=CC2=NN=C(S2)C2=C(C=C(C=C2)N2C=NC=C2)O 2-(5-((E)-((1R,5S)-1,5-dimethyl-8-azabicyclo[3.2.1]octan-3-ylidene)methyl)-1,3,4-thiadiazol-2-yl)-5-(1H-imidazol-1-yl)phenol